CCCCCCCCCCCCCC(=O)NCCO The molecule is an N-(long-chain-acyl)ethanolamine resulting from the formal condensation of the carboxy group of tetradecanoic acid (myristic acid) with the amino group of ethanolamine. It is a N-(long-chain-acyl)ethanolamine and a N-(saturated fatty acyl)ethanolamine. It derives from a tetradecanoic acid.